1-(4-(2-(5,8-dimethyl-[1,2,4]triazolo[4,3-a]pyridin-6-yl)-3-isopropyl-1H-indol-5-yl)piperidin-1-yl)-2-methylpropan-2-ol CC1=C(C=C(C=2N1C=NN2)C)C=2NC1=CC=C(C=C1C2C(C)C)C2CCN(CC2)CC(C)(O)C